racemic-2-propylsuccinonitrile C(CC)[C@@H](C#N)CC#N |r|